2,2'-(4-(2-carboxyethyl)-10-(pyridin-2-ylmethyl)-1,4,7,10-tetraazacyclododecane-1,7-diyl)diacetic acid C(=O)(O)CCN1CCN(CCN(CCN(CC1)CC(=O)O)CC1=NC=CC=C1)CC(=O)O